(hydroxyethyl)-L-cysteine OCCN[C@@H](CS)C(=O)O